N1(CCCCC1)C1CCN(CC1)C1CCN(CC1)C1=C(C=NC2=CC=C(C=C12)SC)S(=O)(=O)C1=CC=C(C=C1)OCCCCCCC 4-([1,4':1',4''-terpiperidin]-1''-yl)-3-((4-(heptyloxy)phenyl)sulfonyl)-6-(methylthio)quinoline